BrC=1C(=C2C=NN(C2=CC1)C1OCCCC1)F 5-bromo-4-fluoro-1-(tetrahydro-2H-pyran-2-yl)-1H-indazole